normal octadecene C=CCCCCCCCCCCCCCCCC